2,4-dioxo-N-phenyl-1,2,3,4-tetrahydropyrimidine-5-carboxamide O=C1NC=C(C(N1)=O)C(=O)NC1=CC=CC=C1